O1C(CCCC1)N1N=C(C2=CC(=CC=C12)N)C1C(C1)C(F)(F)F 1-(Tetrahydro-2H-pyran-2-yl)-3-(2-(trifluoromethyl)cyclopropyl)-1H-indazol-5-amine